COC1(N(C=CC=N1)[2H])[2H] 2-methoxy-pyrimidine-1,2-d